2-naphthylbenzyl ether C1=C(C=CC2=CC=CC=C12)OCC1=CC=CC=C1